C(C)OC(=O)C=1SC2=C(N1)C=C(C=C2)I 5-iodobenzo[d]thiazole-2-carboxylic acid ethyl ester